α,2-difluoro-benzeneacetic acid FC(C(=O)O)C1=C(C=CC=C1)F